OCCOCCOCCOCCOCCOC1=CC=C(C=N1)C=1C=CC=2C3=C(N(C2C1)C(=O)OC(C)(C)C)C=CN=C3 tert-butyl 7-(6-((14-hydroxy-3,6,9,12-tetraoxatetradecyl) oxy) pyridin-3-yl)-5H-pyrido[4,3-b]indole-5-carboxylate